phenanthro[2,1-b]benzofuran C1=CC=CC=2C=3C=CC=4OC5=C(C4C3C=CC12)C=CC=C5